3-fluoro-5-((2-fluoro-4-iodophenyl)amino)isonicotinamide FC1=C(C(=O)N)C(=CN=C1)NC1=C(C=C(C=C1)I)F